methyl (2S)-2-[[2,4-dichloro-5-(1,1,2,2-tetrafluoroethoxy)phenyl]carbamoylamino]propanoate ClC1=C(C=C(C(=C1)Cl)OC(C(F)F)(F)F)NC(=O)N[C@H](C(=O)OC)C